NCC1(C2CCN(CC12)C(=O)OC(C)(C)C)C1=NOC(=C1)COC tert-butyl 7-(aminomethyl)-7-(5-(methoxymethyl)isoxazol-3-yl)-3-azabicyclo[4.1.0]heptane-3-carboxylate